C(CCC)S(=O)(=O)[O-] butane-1-sulfonate